C(C)(C)OC=1C(=CC2=CN(N=C2C1)C12COC(C1)(C2)C)C(=O)NC=2C(N(C=CC2)C)=O 6-isopropoxy-N-(1-methyl-2-oxo-1,2-dihydropyridin-3-yl)-2-(1-methyl-2-oxabicyclo[2.1.1]hex-4-yl)-2H-indazole-5-carboxamide